FC1=CC=C(C=C1)N1C(C(=CC=C1)C(=O)NC1=CC=C(C=N1)OC1=CC=NC2=CN=C(C=C12)C1CN(CC1)C(=O)OC(C)(C)C)=O tert-butyl 3-[4-[[6-[[1-(4-fluorophenyl)-2-oxo-pyridine-3-carbonyl]amino]-3-pyridyl]oxy]-1,7-naphthyridin-6-yl]pyrrolidine-1-carboxylate